1-((3-(3-hydroxypropyl-3,3-d2)pyridine-4-yl)methyl)-4-(3,4,5-trifluorophenyl)pyrrolidine-2-one OC(CCC=1C=NC=CC1CN1C(CC(C1)C1=CC(=C(C(=C1)F)F)F)=O)([2H])[2H]